1,1-dimethyl-3-(2-hydroxyethoxy)butyl hydroperoxide CC(CC(C)OCCO)(C)OO